trans-N-((2-methoxypyridin-3-yl)methyl)-2-phenylcyclopropan-1-amine COC1=NC=CC=C1CN[C@H]1[C@@H](C1)C1=CC=CC=C1